di(n-hexyl) terephthalate C(C1=CC=C(C(=O)OCCCCCC)C=C1)(=O)OCCCCCC